CS(=O)(=O)C1=CC(=C(C=C1)NCC#CC=1N(C2=CC=CC(=C2C1)NC1CCN(CC1)CC(COC)O)CCC)OC 1-{4-[(2-{3-[(4-methanesulfonyl-2-methoxyphenyl)amino]prop-1-yn-1-yl}-1-propyl-1H-indol-4-yl)amino]piperidin-1-yl}-3-methoxypropan-2-ol